3-(1-cyclopropylcyclopropyl)-5,6-dimethyl-7H-[1,2,4]triazolo[4,3-a]pyrazin-8-one C1(CC1)C1(CC1)C1=NN=C2N1C(=C(NC2=O)C)C